N[C@H](C(=O)O)CCC=1C=C2C=CN(C2=CC1)C (2S)-2-amino-4-(1-methyl-indol-5-yl)butanoic acid